(6-bromo-4-methyl-3-oxopyrazin-2-yl)amine BrC1=CN(C(C(=N1)N)=O)C